O[C@H]1[C@@H](CNC1)NC(OC(C)(C)C)=O trans-tert-butyl [4-hydroxypyrrolidin-3-yl]carbamate